potassium 2-methyl-2H-indazole-4-carboxylate CN1N=C2C=CC=C(C2=C1)C(=O)[O-].[K+]